FC(C1CCN(CC1)C=1C=CC=C2C=C(C=NC12)C(=O)O)(F)F 8-(4-(trifluoromethyl)piperidin-1-yl)quinoline-3-carboxylic acid